(S)-1-(4-amino-5-oxo-heptyl)guanidine N[C@@H](CCCNC(=N)N)C(CC)=O